(E,Z,Z)-3,8,11-tetradecatrien-1-yl acetate C(C)(=O)OCC\C=C\CCC\C=C/C\C=C/CC